1-Dodecyl-4-methylpyridinium acetate C(C)(=O)[O-].C(CCCCCCCCCCC)[N+]1=CC=C(C=C1)C